COC1=C(C(=O)N2CCC3(CCN(C3=O)C3=CC=C(C=C3)C=3C=NNC3)CC2)C=CC=C1 8-(2-methoxybenzoyl)-2-[4-(1H-pyrazol-4-yl)phenyl]-2,8-diazaspiro[4.5]decan-1-one